O[C@@H]1[C@H](CCC1)NC(C1=NC(=C(C(=C1)CC1=CC=C(C=C1)C1=NN(C=C1)C)C)C1=NN(C=C1)C)=O N-((1S,2S)-2-hydroxycyclopentyl)-5-methyl-6-(1-methyl-1H-pyrazol-3-yl)-4-(4-(1-methyl-1H-pyrazol-3-yl)benzyl)picolinamide